5-[[tert-butyl(dimethyl)silyl]oxymethyl]-2-phenyl-pyrazol-3-amine [Si](C)(C)(C(C)(C)C)OCC=1C=C(N(N1)C1=CC=CC=C1)N